2-(3,5-dichloro-4-((1-oxo-2-(thiazol-2-yl)-1,2,3,4-tetrahydroisoquinolin-6-yl)oxy)phenyl)-1,2,4-triazine-3,5(2H,4H)-dione ClC=1C=C(C=C(C1OC=1C=C2CCN(C(C2=CC1)=O)C=1SC=CN1)Cl)N1N=CC(NC1=O)=O